tert-butyl ((5-bromo-3-methylpyridin-2-yl)methyl)carbamate BrC=1C=C(C(=NC1)CNC(OC(C)(C)C)=O)C